(S)-5-chloro-2-(4-methyl-6-((1-methylpiperidin-3-yl)amino)pyridazin-3-yl)phenol ClC=1C=CC(=C(C1)O)C=1N=NC(=CC1C)N[C@@H]1CN(CCC1)C